(S)-5-(3-chloro-4-fluorophenyl)-6-(4-chlorophenyl)-2-(2,4-dimethoxypyrimidin-5-yl)-1-((R)-1-methoxypropan-2-yl)-5,6-dihydropyrrolo[3,4-d]imidazol-4(1H)-one ClC=1C=C(C=CC1F)N1[C@H](C=2N(C(=NC2C1=O)C=1C(=NC(=NC1)OC)OC)[C@@H](COC)C)C1=CC=C(C=C1)Cl